6-bromo-N-(2-octyldecyl)acetamide BrC(CCCC(CNC(C)=O)CCCCCCCC)CCCC